FC=1C(=NC=CC1)CNC(=O)C=1N=C(OC1)CCNCCC1=NC2=C(N1CC1=NC=NC=C1)C=CC=C2 N-((3-fluoropyridin-2-yl)methyl)-2-(2-((2-(1-(pyrimidin-4-ylmethyl)-1H-benzo[d]imidazol-2-yl)ethyl)amino)ethyl)oxazole-4-carboxamide